C(=O)(OC(C)(C)C)N(O)CC N-Boc-N-hydroxyethyl-amine